FC1=C(C(=CC=C1F)F)C=1C=CC=CC1 3-(2,3,6-trifluorophenyl)benzene